1-(5-Bromopyridin-2-yl)-4-((6-methoxypyridin-3-yl)methyl)piperazine BrC=1C=CC(=NC1)N1CCN(CC1)CC=1C=NC(=CC1)OC